4-[8-(4-methoxycyclohexyl)-2-methylsulfanyl-7-oxo-pyrido[2,3-d]pyrimidin-6-yl]-8-methyl-2,3-dihydroquinoxaline-1-carboxylic acid benzyl ester C(C1=CC=CC=C1)OC(=O)N1CCN(C2=CC=CC(=C12)C)C1=CC2=C(N=C(N=C2)SC)N(C1=O)C1CCC(CC1)OC